C1(CC1)OC=1C(=CC(=NC1)NC(C)=O)NC1=NC(=NC=C1)C(C)(F)F N-(5-cyclopropoxy-4-((2-(1,1-difluoroethyl)pyrimidin-4-yl)amino)pyridin-2-yl)acetamide